1-(2-(2,6-dioxopiperidin-3-yl)-6-fluoro-1,3-dioxoisoindole-5-yl)azetidine-3-carbaldehyde O=C1NC(CCC1N1C(C2=CC(=C(C=C2C1=O)N1CC(C1)C=O)F)=O)=O